(R)-6-(1-(1-(3-aminobenzoyl)pyrrolidin-3-yl)-1H-pyrazol-yl)-4-methoxypyrazolo[1,5-a]pyridine-3-carbonitrile NC=1C=C(C(=O)N2C[C@@H](CC2)N2N=C(C=C2)C=2C=C(C=3N(C2)N=CC3C#N)OC)C=CC1